FC(C=1C=C(C=CC1)NC1C(CC2=CC=CC=C12)O)(F)F 1-((3-(trifluoromethyl)phenyl)amino)-2,3-dihydro-1H-inden-2-ol